3-[6-(difluoromethoxy)-3,4-dihydro-2H-1,4-benzoxazin-7-yl]-4-(pyrazolo[1,5-a]pyrimidine-3-carbonylamino)pyrazole-1-carboxylic acid isopropyl ester C(C)(C)OC(=O)N1N=C(C(=C1)NC(=O)C=1C=NN2C1N=CC=C2)C2=CC1=C(NCCO1)C=C2OC(F)F